(S)-3-amino-N-(2-(4-((3-(1-(cyanomethyl)-3-(trifluoromethyl)-1H-pyrazol-4-yl)imidazo[1,2-a]pyrazin-8-yl)amino)-2-ethylbenzamido)ethyl)pyrrolidine-1-carboxamide N[C@@H]1CN(CC1)C(=O)NCCNC(C1=C(C=C(C=C1)NC=1C=2N(C=CN1)C(=CN2)C=2C(=NN(C2)CC#N)C(F)(F)F)CC)=O